NC1=NC=2C=CC(=CC2C2=C1[C@@H](OC2)C)C(=O)N(CC2=NC=C(C=C2)C(F)(F)F)[C@@H]2[C@H](COCC2)C (3S)-4-amino-3-methyl-N-((3R,4S)-3-methyltetrahydro-2H-pyran-4-yl)-N-((5-(trifluoromethyl)-2-pyridinyl)methyl)-1,3-dihydrofuro[3,4-c]quinoline-8-carboxamide